C12OCCC(OC1)C2 2,6-dioxabicyclo[3.2.1]Octane